BrC1=CC(=CC2=C1NC=N2)C#N 7-Bromo-1H-benzimidazole-5-carbonitrile